Methyl (S,E)-7-((tert-butyldiphenylsilyl)oxy)-3-(((R)-tert-butylsulfinyl)amino)hept-4-enoate [Si](C1=CC=CC=C1)(C1=CC=CC=C1)(C(C)(C)C)OCC/C=C/[C@H](CC(=O)OC)N[S@](=O)C(C)(C)C